2,4,6-trichlorophenyl-propyne ClC1=C(C(=CC(=C1)Cl)Cl)C#CC